CC=1C=C(C=CC1C)C=1C=C(C(N(N1)C1=CC(=CC=C1)F)=O)C(=O)N[C@H](CO)C(C)C 6-(3,4-dimethylphenyl)-2-(3-fluorophenyl)-N-[(2S)-1-hydroxy-3-methylbut-2-yl]-3-oxo-2,3-dihydropyridazine-4-carboxamide